tert-butyl 7-hydroxy-6-methoxy-1-methyl-1-(2-oxo-2-(thiazol-2-ylamino) ethyl)-3,4-dihydroisoquinoline-2(1H)-carboxylate OC1=C(C=C2CCN(C(C2=C1)(CC(NC=1SC=CN1)=O)C)C(=O)OC(C)(C)C)OC